C(C(C)C)OC1=C(C=C(C=C1)C=O)OC (4-isobutoxy-3-methoxy-phenyl)methanone